CC1=C(N=C(O1)C1=CC=C(C(=O)NCC=2C=NC=CC2)C=C1)CS(=O)(=O)C1=CC=C(C=C1)C 4-[5-Methyl-4-[[(4-methyl-phenyl)sulfonyl]methyl]-2-oxazolyl]-N-(3-pyridinylmethyl)benzamide